1-(4-(5-(5-chloro-6-methyl-1H-indazol-4-yl)-8-(((2S,4R)-4-fluoro-1-methylpyrrolidin-2-yl)methoxy)-3,4-dihydro-2H-pyrano[2,3-f]quinazolin-10-yl)piperazin-1-yl)prop-2-en-1-one ClC=1C(=C2C=NNC2=CC1C)C1=C2C(=C3C(=NC(=NC3=C1)OC[C@H]1N(C[C@@H](C1)F)C)N1CCN(CC1)C(C=C)=O)OCCC2